4-[4-cyano-2-({[(2'R,4S)-6-(1H-pyrazol-1-yl)-2,3-dihydrospiro[chromene-4,1'-cyclopropan]-2'-yl]carbonyl}amino)phenyl]butanoic acid C(#N)C1=CC(=C(C=C1)CCCC(=O)O)NC(=O)[C@H]1[C@]2(C1)CCOC1=CC=C(C=C12)N1N=CC=C1